tert-butyl (R)-(1-methylhexahydropyridazin-4-yl)carbamate CN1NC[C@@H](CC1)NC(OC(C)(C)C)=O